N-ethyl-4-((2-(2-(trifluoromethoxy)ethyl)hydrazineyl)methyl)benzamide C(C)NC(C1=CC=C(C=C1)CNNCCOC(F)(F)F)=O